ClC=1C=C2C(=NC1OC)C(=C(N2C)C2=NNC(=N2)C(CO)(F)F)N2C=NC=C2 2-(3-(6-chloro-3-(1H-imidazol-1-yl)-5-methoxy-1-methyl-1H-pyrrolo[3,2-b]pyridin-2-yl)-1H-1,2,4-triazol-5-yl)-2,2-difluoro-ethan-1-ol